4-((3-(1,1-difluoropropyl)phenyl)carbamoyl)-2-(6-(2,6-dimethylphenyl)pyridin-2-yl)-5-methyl-1H-imidazole 3-oxide FC(CC)(F)C=1C=C(C=CC1)NC(=O)C=1[N+](=C(NC1C)C1=NC(=CC=C1)C1=C(C=CC=C1C)C)[O-]